FC1=C(C=CC=C1)C1=CC(=CN1)C#N 5-(2-Fluorophenyl)-1H-pyrrole-3-carbonitrile